C(C)(C)OC1=NN(C=C1[N+](=O)[O-])C(C(=O)OC)(C)C methyl 2-(3-isopropoxy-4-nitro-pyrazol-1-yl)-2-methyl-propionate